CC1=NC=C(N=C1)N1N=C(N=C1[C@H](C)NC(C1=CC(=CC(=C1)OC(F)(F)F)OC(F)(F)F)=O)C Methyl-5-(5-{(1s)-1-[3,5-Bis(trifluoromethoxy)benzamido]ethyl}-3-Methyl-1H-1,2,4-triazol-1-yl)pyrazin